C(C)(C)(C)[Si](O[C@H](CO)C)(C)C (2S)-2-[tert-butyl-(dimethyl)silyl]oxypropan-1-ol